5-hydroxy-2-(4-methoxybenzyl)-4-(trifluoromethyl)pyridazin-3(2H)-one OC1=C(C(N(N=C1)CC1=CC=C(C=C1)OC)=O)C(F)(F)F